C(C)(C)(C)OC(=O)N[C@H](C(=O)N1[C@@H](CCC1)C(=O)N[C@H](C(=O)OCC1=CC=CC=C1)C(C1=CC=CC=C1)C1=CC=CC=C1)C1CCCCC1 benzyl (S)-2-((S)-1-((S)-2-((tert-butoxycarbonyl)amino)-2-cyclohexylacetyl)pyrrolidine-2-carboxamido)-3,3-diphenylpropanoate